NC(C(=O)O)CNC(C=CC1=CC=CC=CC=C1)=O 2-amino-3-[3-(cycloocta-1,3,5,7-tetraen-1-yl)acrylamido]propanoic acid